N-(5-chloro-2-fluorophenyl)-1-fluoro-6,7,8,9-tetrahydro-5H-5,8-epiminocyclohepta[c]-pyridine-10-carboxamide ClC=1C=CC(=C(C1)NC(=O)N1C2CCC1CC=1C(=NC=CC12)F)F